Tosyl-Indole S(=O)(=O)(C1=CC=C(C)C=C1)C=1NC2=CC=CC=C2C1